2-chloro-5-iodo-N-isopropyl-N-methylbenzamide ClC1=C(C(=O)N(C)C(C)C)C=C(C=C1)I